CN1N=C(C(=C1C)[N+](=O)[O-])C 1,3,5-trimethyl-4-nitro-1H-pyrazole